COC=1C=C(C(=O)O)C=CC1OC(F)(F)F 3-methoxy-4-(trifluoromethoxy)benzoic acid